FC=1C=C(C=CC1OC(C)C)C(=C(C#N)C#N)OC 2-((3-fluoro-4-isopropoxyphenyl)(methoxy)methylene)malononitrile